C(C)(C)(C)OC(=O)N[C@H]1[C@H]2SC([C@@H](N2C1=O)C(=O)OC(CN=[N+]=[N-])CN=[N+]=[N-])(C)C 1,3-diazidopropan-2-yl (2S,5R,6R)-6-((tert-butoxycarbonyl) amino)-3,3-dimethyl-7-oxo-4-thia-1-azabicyclo[3.2.0]heptane-2-carboxylate